N1CC(C1)C1=CC=C(C=C1)C1=NC=C(N=C1)C(F)(F)F 2-[4-(azetidin-3-yl)phenyl]-5-(trifluoromethyl)pyrazine